C12CN(CC(CC1)N2)C=2OC1=C(N2)C(=CC=C1C=1SC=CN1)C(C(F)F)OC 2-(3,8-diazabicyclo[3.2.1]octan-3-yl)-4-(2,2-difluoro-1-methoxyethyl)-7-(thiazol-2-yl)benzo[d]oxazole